CC1=C(C=C(C=C1)[N+](=O)[O-])NC1=NC=CC(=N1)C=1C=NC=CC1 N-(2-methyl-5-nitrophenyl)-4-(3-pyridyl)pyrimidine-2-amine